S1C(=CC=C1)N1C=CC2=CC=CC=C12 thiophen-2-yl-1H-indole